C1(=CC=CC=C1)C1=NC(=NC(=N1)C1=CC=CC=C1)C=1C=C(C(=CC1)C1=CC=C(C=C1)N1C2=CC=CC=C2C=2C=C(C=CC12)C1=CC=C(C=C1)N(C1=CC=CC=C1)C1=CC=CC=C1)C#N 4-(4,6-diphenyl-1,3,5-triazin-2-yl)-4'-(3-(4-(diphenylamino)phenyl)-9H-carbazol-9-yl)-[1,1'-biphenyl]-2-carbonitrile